O1CC(C(C1)CC(=O)[O-])CC(=O)OOC1=C(C(=CC=C1)C)OC methyl-2-methoxyphenoxy tetrahydrofuran-3,4-diyldiacetate